(R)-4-(2-(((R)-2-(3-Fluorophenyl)-2-hydroxyethyl)amino)-2-methylpropyl)-piperidin-2-one FC=1C=C(C=CC1)[C@H](CNC(C[C@@H]1CC(NCC1)=O)(C)C)O